ClC=1C(N(C(=CC1OCC1=NC=C(C=C1F)F)C)C1=C(C(=NC=C1C)C=1[N+](=C(C=CC1)C(C)(C)O)[O-])F)=O rel-3-chloro-4-((3,5-difluoropyridin-2-yl)methoxy)-3'-fluoro-6''-(2-hydroxypropan-2-yl)-5',6-dimethyl-2-oxo-2H-[1,4':2',2''-terpyridine] 1''-oxide